7-methyl-2-(trifluoromethanesulfonyl-oxy)-7,8-dihydro-5H-1,6-naphthyridine-6-carboxylic acid tert-butyl ester C(C)(C)(C)OC(=O)N1CC=2C=CC(=NC2CC1C)OS(=O)(=O)C(F)(F)F